C[Si](N)(C)C 1,1,1-trimethylsilanamine